4-bromo-9,9'-dimethylfluorene CC1(C2=C(C3=CC=CC=C31)C(=CC=C2)Br)C